(R)-N'-(1,2,3,5,6,7-hexahydro-s-indacen-4-ylcarbamoyl)-4-(2-hydroxypropan-2-yl)-2-methylbenzenesulfonimidamide C1CCC2=C(C=3CCCC3C=C12)NC(=O)N=[S@](=O)(N)C1=C(C=C(C=C1)C(C)(C)O)C